C(C)OC([C@@H](NC(=O)OC(C)(C)C)CCOS(=O)(=O)C)=O N-Boc-O-methanesulfonyl-L-homoserine ethyl ester